NC1=C(C(=O)OC)C=C(C(=C1I)F)Br methyl 2-amino-5-bromo-4-fluoro-3-iodobenzoate